C(C)(C)(C)OC(=O)NCCSP(=O)(SCCNC(=O)OC(C)(C)C)N[C@@H](C)C(=O)OC(C)C Isopropyl (bis((2-((tert-butoxycarbonyl)amino)ethyl)thio)phosphoryl)-L-alaninate